C(C=C)(=O)NCCC[SiH2]OC(C)=O acrylamidopropyl-acetoxysilane